5-(2,6-difluorophenyl)-6-(3,5-dimethoxyphenyl)-2-methyl-3(2H)-pyridazinone FC1=C(C(=CC=C1)F)C1=CC(N(N=C1C1=CC(=CC(=C1)OC)OC)C)=O